FC1=CC(=C(C=C1)NC1=C(C(=O)O)C=C(C=C1)C(F)(F)F)C 2-((4-fluoro-2-methylphenyl)-amino)-5-(trifluoromethyl)benzoic acid